ClC=1C=C(C=CC1Cl)NC(=O)[C@H]1[C@H]2[C@@H](C[C@@H]([C@@H]1C1=CC(=NC=C1)OC)O2)F (1S,2R,3S,4S,6R)-N-(3,4-dichlorophenyl)-6-fluoro-3-(2-methoxypyridin-4-yl)-7-oxabicyclo[2.2.1]Heptane-2-carboxamide